N'2,N'9-Bis[(1-methylquinolinium-4-yl)methylene]-1,10-phenanthroline-2,9-dicarbohydrazide iodide [I-].C[N+]1=CC=C(C2=CC=CC=C12)C=NNC(=O)C1=NC2=C3N=C(C=CC3=CC=C2C=C1)C(=O)NN=CC1=CC=[N+](C2=CC=CC=C12)C.[I-]